C=1CC=CN2C1C=1N(N=C3C=CC=CC13)CC2 6,7-dihydro-2H-pyrido[2',1':3,4]pyrazino[1,2-b]indazole